propyl-N,N-dimethylallyl-ammonium chloride [Cl-].C(CC)[N+](C)(C)CC=C